1-(4-(6-(benzyloxy)-4,4-difluoro-2-(4-fluorophenyl)-3,4-dihydronaphthalen-1-yl)phenyl)-4-(dimethoxymethyl)piperidine C(C1=CC=CC=C1)OC=1C=C2C(CC(=C(C2=CC1)C1=CC=C(C=C1)N1CCC(CC1)C(OC)OC)C1=CC=C(C=C1)F)(F)F